tert-butyl (S)-4-(7-chloro-8-fluoro-2-(((2R,7aS)-2-fluorotetrahydro-1H-pyrrolizin-7a(5H)-yl)methoxy)pyrido[4,3-d]pyrimidin-4-yl)-3-methylpiperazine-1-carboxylate ClC1=C(C=2N=C(N=C(C2C=N1)N1[C@H](CN(CC1)C(=O)OC(C)(C)C)C)OC[C@]12CCCN2C[C@@H](C1)F)F